FC1=NNC=2C=CC3=C(C12)CCCC(=C3C3=CC=C(C=C3)N3CCC(CC3)CN3CCN(CC3)C=3C=C1CN(C(C1=CC3)=O)[C@@H]3C(NC(CC3)=O)=O)CCC (3S)-3-[5-[4-[[1-[4-(1-fluoro-7-propyl-3,8,9,10-tetrahydrocyclohepta[e]indazol-6-yl)phenyl]-4-piperidyl]methyl]piperazin-1-yl]-1-oxo-isoindolin-2-yl]piperidine-2,6-dione